5-(3-(((S)-1-(1H-tetrazol-1-yl)propan-2-yl)oxy)-4-chlorophenyl)-N-(3-(3-methoxy-2-methylpropoxy)-1-((1r,4r)-4-morpholinocyclohexyl)-1H-pyrazol-4-yl)pyrimidin-2-amine N1(N=NN=C1)C[C@H](C)OC=1C=C(C=CC1Cl)C=1C=NC(=NC1)NC=1C(=NN(C1)C1CCC(CC1)N1CCOCC1)OCC(COC)C